Tert-Butyl Methyl((5-(2-((4-(trifluoromethyl)phenyl)amino)phenyl)-1,3,4-oxadiazol-2-yl)methyl)carbamate CN(C(OC(C)(C)C)=O)CC=1OC(=NN1)C1=C(C=CC=C1)NC1=CC=C(C=C1)C(F)(F)F